P(=O)(OC1=CC(=C(C(=C1)C(C)(C)C)O)C(C)(C)C)([O-])[O-] (3,5-di-tert-butyl-4-hydroxyphenyl) phosphate